3-Methyl-2-Pentanthiol CC(C(C)S)CC